3-[4-(methoxymethyl)phenyl]Propionic acid COCC1=CC=C(C=C1)CCC(=O)O